CC=1C2(C3=CC=CC=C3C1)CC(CCC2)=O methyl-spiro[cyclohexane-1,1'-indene]-3-one